5-methyl-2-phenylthiazol-4(5H)-one-5-d CC1(C(N=C(S1)C1=CC=CC=C1)=O)[2H]